8-(2-methoxybenzylsulfonyl)-1,3,7-trimethyl-1H-purine-2,6(3H,7H)-dione COC1=C(CS(=O)(=O)C2=NC=3N(C(N(C(C3N2C)=O)C)=O)C)C=CC=C1